C(C)(C)(C)OC(NCCC1=CC=C(C=C1)OCCOCCF)=O 4-(2-(2-Fluoroethoxy)ethoxy)phenethylcarbamic acid tert-butyl ester